S1C(=NC2=C1C=CC=C2)SN(C(C)(C)C)SC=2SC1=C(N2)C=CC=C1 S-(benzo[d]thiazol-2-yl)-N-(benzo[d]thiazol-2-ylthio)-N-(tert-butyl)-thiohydroxylamine